(±)-Statine N[C@@H](CC(C)C)[C@@H](O)CC(O)=O |r|